1-([1,1'-biphenyl]-4-carboxamidopropan-1-yl)-2-(1-ethyl-3-methyl-1H-pyrazole-5-carboxamido)-7-methoxy-1H-benzo[d]imidazole-5-carboxamide C1(=CC=C(C=C1)C(=O)NCCCN1C(=NC2=C1C(=CC(=C2)C(=O)N)OC)NC(=O)C2=CC(=NN2CC)C)C2=CC=CC=C2